(3R)-7-((2S,5R)-4-acryloyl-2,5-dimethyl-piperazin-1-yl)-9-chloro-10-(2,4-di-fluorophenyl)-3-(2-morpholinoethyl)-2H-[1,4]oxazino[2,3,4-ij]quinazolin-5(3H)-one C(C=C)(=O)N1C[C@@H](N(C[C@H]1C)C1=NC(N2C3=C(C(=C(C=C13)Cl)C1=C(C=C(C=C1)F)F)OC[C@H]2CCN2CCOCC2)=O)C